FC1=C(N)C=CC(=C1C)B1OC(C(O1)(C)C)(C)C 2-fluoro-3-methyl-4-(4,4,5,5-tetramethyl-1,3,2-dioxaborolan-2-yl)aniline